3-((13S,15R)-3-fluoro-13-methyl-17-oxo-7,8,9,11,12,13,14,15,16,17-decahydro-6H-cyclopenta[a]phenanthren-15-yl)-N-(6-fluoropyridin-2-yl)propanamide FC=1C=CC=2C3CC[C@@]4(C(C[C@H](C4C3CCC2C1)CCC(=O)NC1=NC(=CC=C1)F)=O)C